tert-butyl (3S)-3-[4-[3-chloro-4-[(3,3-difluorocyclobutyl)methoxy]-2-fluoro-anilino]pyrido[3,2-d]pyrimidin-6-yl]oxypyrrolidine-1-carboxylate ClC=1C(=C(NC=2C3=C(N=CN2)C=CC(=N3)O[C@@H]3CN(CC3)C(=O)OC(C)(C)C)C=CC1OCC1CC(C1)(F)F)F